α-methylpropiophenone CC(C(=O)C1=CC=CC=C1)C